(Z)-7-(2,4-dioxo-5-(pyridin-3-ylmethylene)thiazolidin-3-yl)heptanoic acid O=C1S\C(\C(N1CCCCCCC(=O)O)=O)=C/C=1C=NC=CC1